(E)-1-[4-[2-(2,4-Difluorophenyl)-2-hydroxy-3-(1,2,4-triazol-1-yl)propoxy]phenyl]-3-phenylprop-2-en-1-one FC1=C(C=CC(=C1)F)C(COC1=CC=C(C=C1)C(\C=C\C1=CC=CC=C1)=O)(CN1N=CN=C1)O